OCCCOC[C@H]1[C@@H](C1)C(=O)OC(C)(C)C tert-butyl (1R,2R)-2-((3-hydroxypropoxy)methyl)cyclopropane-1-carboxylate